(7R,14R)-1-(difluoromethoxy)-11-(4-(dimethylphosphoryl)-2-fluorophenyl)-6-(methyl-d3)-6,7-dihydro-7,14-methanobenzo[f]benzo[4,5]imidazo[1,2-a][1,4]diazocin-5(14H)-one FC(OC1=CC=CC=2C(N([C@H]3C=4N([C@@H](C21)C3)C3=C(N4)C=CC(=C3)C3=C(C=C(C=C3)P(=O)(C)C)F)C([2H])([2H])[2H])=O)F